2,3,9,10-tetramethyl-6,8,13,13a-tetrahydro-5H-dibenzo[a,g]quinolizine CC=1C(=CC2=C(C3CC4=C(CN3CC2)C(=C(C=C4)C)C)C1)C